6-(2-(5-oxa-2-azaspiro[3.4]oct-2-yl)ethoxy)-4-(5-(6-((6-methoxypyridine-3-yl)methyl)-3,6-diazabicyclo[3.1.1]heptan-3-yl)pyrazin-2-yl)pyrazolo[1,5-a]pyridine-3-Nitrile C1N(CC12OCCC2)CCOC=2C=C(C=1N(C2)N=CC1C#N)C1=NC=C(N=C1)N1CC2N(C(C1)C2)CC=2C=NC(=CC2)OC